C(C)(=O)/C(/C(=O)Cl)=C\C1=CC=C(C=C1)O acetyl-para-coumaroyl chloride